ethyl 3-(5-(3-carbamimidoyl-4-fluorophenoxy)-6-fluoro-1-(tetrahydro-2H-pyran-2-yl)-1H-benzo[d]imidazol-4-yl)propanoate C(N)(=N)C=1C=C(OC2=C(C3=C(N(C=N3)C3OCCCC3)C=C2F)CCC(=O)OCC)C=CC1F